sodium ethanesulfonate C(C)S(=O)(=O)[O-].[Na+]